C(C)(C)(C)N1N=CC(=C1)C(=O)NCC1=NC(=NO1)N1N=C2C(=CC(=CC2=C1CC(F)(F)F)F)N[C@H]1[C@H](CN(CC1)C)F 1-(tert-butyl)-N-((3-(5-fluoro-7-(((3S,4R)-3-fluoro-1-methylpiperidin-4-yl)amino)-3-(2,2,2-trifluoroethyl)-2H-indazol-2-yl)-1,2,4-oxadiazol-5-yl)methyl)-1H-pyrazole-4-carboxamide